Ethyl 4-(4-(pyrrolidin-3-yl) phenyl)-7-(4-(trifluoromethyl) phenyl)-2-naphthoate N1CC(CC1)C1=CC=C(C=C1)C1=CC(=CC2=CC(=CC=C12)C1=CC=C(C=C1)C(F)(F)F)C(=O)OCC